C[C@H]1N(CCN(C1)C)CC1=CC=C(C=C1)C=1N=CC(=NC1)N1C[C@@H](CC1)CC=1C(=NC=2N(C1C)N=C(N2)C)C 6-(((R)-1-(5-(4-(((R)-2,4-dimethylpiperazin-1-yl)methyl)phenyl)pyrazin-2-yl)pyrrolidin-3-yl)methyl)-2,5,7-trimethyl-[1,2,4]triazolo[1,5-a]pyrimidine